O1CCOC2=C1C=CC=C2 2,3-dihydro-benzo[1,4]dioxin